(E)-1-(anthracen-9-yl)-3-(phenylsulfanyl)prop-2-en-1-one tert-Butyl-((5-(2-(2,6-dioxopiperidin-3-yl)-1-oxoisoindolin-4-yl)isoxazol-3-yl)methyl)carbamate C(C)(C)(C)N(C(O)=O)CC1=NOC(=C1)C1=C2CN(C(C2=CC=C1)=O)C1C(NC(CC1)=O)=O.C1=CC=CC2=CC3=CC=CC=C3C(=C12)C(\C=C\SC1=CC=CC=C1)=O